ClC1=CC=C2C=C(NC2=C1Cl)C(=O)N[C@@H](CC(C)(C)C)C(N[C@@H](C[C@H]1C(NCCC1)=O)C#N)=O 6,7-dichloro-N-[(1S)-1-[[(1S)-1-cyano-2-[(3S)-2-oxo-3-piperidyl]ethyl]carbamoyl]-3,3-dimethyl-butyl]-1H-indole-2-carboxamide